N-(4-(1-(morpholine-4-carbonyl)-1,2,3,6-tetrahydropyridin-4-yl)-1H-pyrrolo[2,3-b]pyridin-6-yl)cyclopropylcarboxamide N1(CCOCC1)C(=O)N1CCC(=CC1)C1=C2C(=NC(=C1)NC(=O)C1CC1)NC=C2